(5-((2-chloro-4-fluorophenyl)amino)pyrimidin-4-yl)-2,6-diazaspiro[3.3]heptane-2-carboxylic acid tert-butyl ester C(C)(C)(C)OC(=O)N1C(C2(C1)CNC2)C2=NC=NC=C2NC2=C(C=C(C=C2)F)Cl